4-Bromo-6-fluoro-1-(methylsulfonyl)-1H-indazole BrC1=C2C=NN(C2=CC(=C1)F)S(=O)(=O)C